4-[4-(1,3-Benzooxazol-2-yl)-4-methylpiperidin-1-yl]-N,1-dimethyl-2-oxo-1,2-dihydroquinoline-3-carboxamide O1C(=NC2=C1C=CC=C2)C2(CCN(CC2)C2=C(C(N(C1=CC=CC=C21)C)=O)C(=O)NC)C